[(2R)-3-[3-(tert-butoxycarbonylamino)propanoyloxy]-2-tetradecanoyloxy-propyl]tetradecanoate C(C)(C)(C)OC(=O)NCCC(=O)OC[C@@H](COC(CCCCCCCCCCCCC)=O)OC(CCCCCCCCCCCCC)=O